bis-(dimethylamino)vinyl-methylsilane CN(C)C(=C[SiH2]C)N(C)C